O=C(CCOCCOCCOCC)NCC 12-oxo-3,6,9-trioxa-13-azapentadecan